N-Benzyl-3-chloro-N-(3-((dimethylamino)methyl)-4-hydroxy-4-(3-methoxyphenyl)cyclohexyl)benzenesulfonamide hydrochloride Cl.C(C1=CC=CC=C1)N(S(=O)(=O)C1=CC(=CC=C1)Cl)C1CC(C(CC1)(C1=CC(=CC=C1)OC)O)CN(C)C